COC1=C(C=CC(=C1)C=1C=NN(C1)C)NC=1N=CC2=C(N1)C(=NC=C2)N2CC1(CCOC1)CC2 N-(2-methoxy-4-(1-methyl-1H-pyrazol-4-yl)phenyl)-8-(2-oxa-7-azaspiro[4.4]nonan-7-yl)pyrido[3,4-d]pyrimidin-2-amine